BrC=1C(=C(NC1)C(=O)OC)C(C)C Methyl 4-bromo-3-isopropyl-1H-pyrrole-2-carboxylate